4-(5-(3,5-dimethylisoxazol-4-yl)-1-(1-methyl-1H-pyrazol-4-yl)-1H-pyrrolo[2,3-b]pyridin-3-yl)-3-(trifluoromethoxy)benzoic acid CC1=NOC(=C1C=1C=C2C(=NC1)N(C=C2C2=C(C=C(C(=O)O)C=C2)OC(F)(F)F)C=2C=NN(C2)C)C